4,5-diethyl-o-phenylenediamine C(C)C1=CC(=C(C=C1CC)N)N